FC1=CC=C(C=C1)C\C(\C(=O)O)=N/OC1OCCCC1 (E)-3-(4-fluorophenyl)-2-(((tetrahydro-2H-pyran-2-yl)oxy)imino)propionic acid